3-((15,15-dimethylhexadecyl)oxy)propyl hydrogen ((((R)-1-(6-amino-9H-purin-9-yl)propan-2-yl)oxy)methyl)phosphonate NC1=C2N=CN(C2=NC=N1)C[C@@H](C)OCP(OCCCOCCCCCCCCCCCCCCC(C)(C)C)(O)=O